1-(7-(3,4-dimethoxyphenyl)pyrazolo[1,5-a]pyrimidine-2-carbonyl)indoline-6-carboxylic acid COC=1C=C(C=CC1OC)C1=CC=NC=2N1N=C(C2)C(=O)N2CCC1=CC=C(C=C21)C(=O)O